FC=1C=C2CCCN(C2=CC1F)C(=O)C=1C=CC=2N(C1)C(=CN2)C=2C=CC(=NC2)NC(OC)=O methyl N-[5-[6-(6,7-difluoro-3,4-dihydro-2H-quinoline-1-carbonyl)imidazo[1,2-a]pyridin-3-yl]-2-pyridyl]carbamate